CN(C)CCN1N=NN=C1S 1-(dimethylaminoethyl)-5-mercapto-1H-tetrazole